NC[C@H](CC(=O)OC)O methyl (3S)-4-amino-3-hydroxy-butanoate